ClC1=CC=C(C=N1)CC(=O)NC=1C(=NC(=CC1)N(C)C1=CC=C(C=C1)F)N1CCOCC1 2-(6-chloro-3-pyridyl)-N-[6-[(4-fluorophenyl)-methylamino]-2-morpholino-3-pyridyl]acetamide